1-ethyl-3-methylimidazole mesylate salt S(C)(=O)(=O)O.C(C)N1CN(C=C1)C